CC1=C(ON2CCCCC2)C=CC=C1 (2-methylphenoxy)piperidine